6-(2-fluoro-4-(trifluoromethyl)phenyl)-2-azaspiro[3.3]hept-5-ene FC1=C(C=CC(=C1)C(F)(F)F)C1=CC2(CNC2)C1